p-tolyl methanesulfonate CS(=O)(=O)OC1=CC=C(C=C1)C